(1R,3S,4S)-3-(hydrazinecarbonyl)-N-(quinolin-3-ylmethyl)-2-azabicyclo[2.2.1]heptane-2-carboxamide N(N)C(=O)[C@H]1N([C@@H]2CC[C@H]1C2)C(=O)NCC=2C=NC1=CC=CC=C1C2